C(C)(C)(C)OC(=O)N1CC2N(C(C1)C2)C(C2=CC=CC=C2)C=2N=NN(N2)C 6-((2-methyl-2H-tetrazol-5-yl)(phenyl)methyl)-3,6-diazabicyclo[3.1.1]heptane-3-carboxylic acid tert-butyl ester